N-[(3S)-9-fluoro-2-oxo-5-phenyl-1,3-dihydro-1,4-benzodiazepin-3-yl]-2-(6-methylpyridin-3-yl)pyrazolo[1,5-a]pyrimidine-3-carboxamide FC1=CC=CC=2C(=N[C@@H](C(NC21)=O)NC(=O)C=2C(=NN1C2N=CC=C1)C=1C=NC(=CC1)C)C1=CC=CC=C1